tert-butyl 4-(7-(4-((4-(2-(3-chloro-5-cyanophenyl)propan-2-yl)phenoxy)methyl)pyrimidin-2-yl)-2,7-diazaspiro[3.5]nonan-2-yl)piperidine-1-carboxylate ClC=1C=C(C=C(C1)C#N)C(C)(C)C1=CC=C(OCC2=NC(=NC=C2)N2CCC3(CN(C3)C3CCN(CC3)C(=O)OC(C)(C)C)CC2)C=C1